CC=1N=C(N2C1C=NC1=CC=C(C=C21)C2=CC(=C(C=C2)N2CCC(CC2)N)C(F)(F)F)C2CCOCC2 1-(4-(3-methyl-1-(tetrahydro-2H-pyran-4-yl)imidazo[1,5-a]quinoxalin-8-yl)-2-(trifluoromethyl)phenyl)piperidin-4-amine